ClC1=CC=CC(=N1)C1(CC1)N 1-(6-chloropyridin-2-yl)cyclopropan-1-amine